C1(CC1)NC=1N(C(C=2NC(=NC2N1)C=1C=NN(C1)C)=O)CCC 2-Cyclopropylamino-8-(1-methyl-1H-pyrazol-4-yl)-1-propyl-1,7-dihydro-purin-6-one